C(C)(C)(C)C1=CC=C(CN2C=C(C=3C2=NC=C(C3)NC(C=C)=O)C)C=C1 N-(1-(4-(tert-butyl)benzyl)-3-methyl-1H-pyrrolo[2,3-b]pyridin-5-yl)acrylamide